6-[5-Fluoro-3-(piperidin-4-yl)cinnolin-7-yl]-2-methylimidazo[1,2-a]pyridine-8-carbonitrile FC1=C2C=C(N=NC2=CC(=C1)C=1C=C(C=2N(C1)C=C(N2)C)C#N)C2CCNCC2